(S)-3-fluoro-5-(1-(4-(5-fluoro-4-(3-(fluoromethyl)-1-methyl-1H-1,2,4-triazol-5-yl)pyrimidin-2-yl)piperazine-1-carbonyl)-4,5-dihydro-1H-pyrazol-5-yl)benzonitrile FC=1C=C(C#N)C=C(C1)[C@@H]1CC=NN1C(=O)N1CCN(CC1)C1=NC=C(C(=N1)C1=NC(=NN1C)CF)F